NC=1SC=C(N1)C(C(=O)OCC)CC Ethyl 2-(2-aminothiazol-4-yl)butanoate